(2R)-2-[[tert-butyl-(diphenyl)silyl]oxymethyl]-5-hydroxy-5-methyl-piperidine-1-carboxylic acid tert-butyl ester C(C)(C)(C)OC(=O)N1[C@H](CCC(C1)(C)O)CO[Si](C1=CC=CC=C1)(C1=CC=CC=C1)C(C)(C)C